CC1(N(C(N(C1=O)CC1=CC(=C(OC(C(=O)OCC)(C)C)C(=C1)C)C)=O)C1=CC=C(C=C1)OC(F)(F)F)C Ethyl 2-(4-((4,4-dimethyl-2,5-dioxo-3-(4-(trifluoromethoxy)phenyl)imidazolidin-1-yl)methyl)-2,6-dimethylphenoxy)-2-methylpropionate